(3R)-1-[3-(1-Hydroxyethyl)-6-[6-[(6-methylpyridazin-3-yl)amino]benzimidazol-1-yl]-2-pyridyl]pyrrolidine-3-carbonitrile OC(C)C=1C(=NC(=CC1)N1C=NC2=C1C=C(C=C2)NC=2N=NC(=CC2)C)N2C[C@@H](CC2)C#N